Cl.C(C)(C)(C)ON tert-butoxyamine hydrochloric acid salt